C(C1=CC=CC=C1)N([C@@H](CC(=O)OCC)C1=CC(=CC(=C1)F)Br)[C@H](C)C1=CC=CC=C1 ethyl (S)-3-(benzyl((R)-1-phenylethyl)amino)-3-(3-bromo-5-fluorophenyl)propanoate